[N-](S(=O)(=O)C(F)(F)F)S(=O)(=O)C(F)(F)F.C(CC)N1C=NC=C1 1-propylimidazole bistrifluoromethanesulfonimide salt